ON1C(C=2C(C1=O)=CC=CC2)=O N-hydroxy-phthalimide